tert-butyl 3-[5-methyl-1-[4-(trifluoromethoxy)phenyl]pyrazol-3-yl]-3,8-diazabicyclo[3.2.1]octane-8-carboxylate CC1=CC(=NN1C1=CC=C(C=C1)OC(F)(F)F)N1CC2CCC(C1)N2C(=O)OC(C)(C)C